OC[C@](CC=C)(S(=O)(=O)N(CC1=CC=C(C=C1)OC)CC1=CC=C(C=C1)OC)C (S)-1-HYDROXY-N,N-BIS(4-METHOXYBENZYL)-2-METHYLPENT-4-ENE-2-SULFONAMIDE